BrC1=C(C=CC=2C(N(S(C21)(=O)=O)CC)O)OC=2C=C(C#N)C=C(C2)F 3-((7-bromo-2-ethyl-3-hydroxy-1,1-dioxido-2,3-dihydrobenzo[d]isothiazol-6-yl)oxy)-5-fluorobenzonitrile